1,4-bis((5-ethylnonyl)oxy)butane-2,3-diyl bis(4-(piperidin-1-yl)butanoate) N1(CCCCC1)CCCC(=O)OC(COCCCCC(CCCC)CC)C(COCCCCC(CCCC)CC)OC(CCCN1CCCCC1)=O